ClC1=C(C=C2C=NN(C2=C1)C1=NC(=CC=C1)C)C(=O)N(C)[C@H]1[C@H]2CC[C@@H](C1)N2C#N 6-chloro-N-((1R,2R,4S)-7-cyano-7-azabicyclo[2.2.1]heptan-2-yl)-N-methyl-1-(6-methyl-2-pyridinyl)-1H-indazole-5-carboxamide